ClC1=CC=C(C=C1)C12CC3(CC(CC(C1)C3)C2)C(C)NC(=O)C=2C=CC=3N(C1=CC=CC=C1C3C2)CC 9-Ethyl-9H-carbazol-3-carboxylic acid {1-[3-(4-chloro-phenyl)-adamantan-1-yl]-ethyl}-amide